ClC(C(=O)NC1=C(C(=CC(=C1)Cl)F)O)=C 2-chloro-N-(5-chloro-3-fluoro-2-hydroxyphenyl)propenamide